5-(6-ethoxypyrazin-2-yl)-N-((4-((trifluoromethyl)sulphonamido)pyridin-2-yl)methyl)pyridinecarboxamide C(C)OC1=CN=CC(=N1)C=1C=CC(=NC1)C(=O)NCC1=NC=CC(=C1)NS(=O)(=O)C(F)(F)F